5-fluoro-N-isopropyl-N-(2-methoxyethyl)benzamide, hydrochloride Cl.FC=1C=CC=C(C(=O)N(CCOC)C(C)C)C1